beta-alanine glycinate NCC(=O)O.NCCC(=O)O